C(C)(C)(C)OC(=O)NC(C(=O)O)CCC1=C(C=C(C(=C1)F)F)F tert-butoxycarbonylamino-4-(2,4,5-trifluorophenyl)butanoic acid